4-benzylidene-2-(4-chlorostyryl)oxazol-5(4H)-one C(C1=CC=CC=C1)=C1N=C(OC1=O)C=CC1=CC=C(C=C1)Cl